OC=1C=CC=C2NC=C(CCN(CC=C)CC=C)C12 4-hydroxy-N,N-diallyltryptamine